ClC1=CC=C(OP2(SCCS2)=S)C=C1 2-(4-chlorophenoxy)-1,3,2-dithiaphospholane 2-sulfide